FC1=C(/C=C/S(=O)(C2=NC=C(C=C2)OC)=N)C=CC=C1 (E)-(2-fluorostyryl)(imino)(5-methoxypyridin-2-yl)-λ6-sulfanone